NC=1N=C(SC1C(C1=CC=C(C=C1)OCC(=O)N1CC(CCC1)C)=O)N(C1=CC=C(C=C1)F)C(C(=O)N)C 2-(N-[4-amino-5-[4-[2-(3-methyl-1-piperidyl)-2-oxo-ethoxy]benzoyl]thiazol-2-yl]-4-fluoro-anilino)propanamide